[N+](=O)([O-])C=1SC=C2C(OC(C21)=O)=O 4-nitrothieno[3,4-c]-furan-1,3-dione